(3'R)-adenosine [C@@H]1([C@H](O)[C@@H](O)[C@@H](CO)O1)N1C=NC=2C(N)=NC=NC12